8-chloro-7,7,9,9-tetramethyl-1,4-dioxa-8-phosphaspiro[4.5]decane 8-oxide ClP1(C(CC2(OCCO2)CC1(C)C)(C)C)=O